C1(CC1)CC(O)C1=NC=C(C(=C1)C)C=1N=CC2=CC(=NC=C2C1)NC 2-cyclopropyl-1-{4-methyl-5-[7-(methylamino)-2,6-naphthyridin-3-yl]pyridin-2-yl}ethanol